N,N'-bis[3-(dibenzothiophen-4-yl)phenyl]-N,N'-diphenyl-pyrene-1,6-diamine C1=CC=C(C=2SC3=C(C21)C=CC=C3)C=3C=C(C=CC3)N(C3=CC=C2C=CC=1C(=CC=C4C=CC3=C2C14)N(C1=CC=CC=C1)C1=CC(=CC=C1)C1=CC=CC4=C1SC1=C4C=CC=C1)C1=CC=CC=C1